tert-butyl 4-(4,4,5,5-tetramethyl-1,3,2-dioxaborolane-2-yl)-3,6-dihydropyridine-1(2H)-carboxylate CC1(OB(OC1(C)C)C=1CCN(CC1)C(=O)OC(C)(C)C)C